(R)-4-(2-amino-4-ethylphenyl)-2-butanol NC1=C(C=CC(=C1)CC)CC[C@@H](C)O